C(C)(C)(C)N1N=C(C(=C1NC(=O)NCC(F)F)C)C1CC(C1)(F)F 1-(1-(tert-butyl)-3-(3,3-difluorocyclobutyl)-4-methyl-1H-pyrazol-5-yl)-3-(2,2-difluoroethyl)urea